N-(4-(4-amino-5-(4-(3-methoxycyclobutoxy)phenyl)pyrazolo[5,1-f][1,2,4]triazin-6-yl)phenyl)acrylamide NC1=NC=NN2C1=C(C(=N2)C2=CC=C(C=C2)NC(C=C)=O)C2=CC=C(C=C2)OC2CC(C2)OC